methyl (6-(benzyloxy)thieno[3,2-c][1,2,4]triazolo[1,5-a]pyridine-5-carbonyl)glycinate C(C1=CC=CC=C1)OC=1C2=C(C=3N(C1C(=O)NCC(=O)OC)N=CN3)C=CS2